OCC1=CC2=NC=CC(=C2S1)C=1C=C(C=C2CCCN(C12)[C@@H]1CN(CC1)C(=O)OC(C)(C)C)C(F)(F)F (S)-tert-butyl 3-(8-(2-(hydroxymethyl)thieno[3,2-b]pyridin-7-yl)-6-(trifluoromethyl)-3,4-dihydroquinolin-1(2H)-yl)pyrrolidine-1-carboxylate